CC1=C(OC2=C(C=C(C=C2C1=O)C)[C@@H](C)NC1=C(C(=O)O)C=CC=C1)C1=CC2=CN(N=C2C=C1)C 2-[[(1R)-1-[3,6-dimethyl-2-(2-methylindazol-5-yl)-4-oxo-chromen-8-yl]ethyl]amino]benzoic acid